NC(C(=O)N1CC(C1)OC1=C(C2=C(CCB(O2)O)C=C1)C(=O)O)C=1N=NNC1 7-({1-[amino(1H-1,2,3-triazol-4-yl)acetyl]azetidin-3-yl}oxy)-2-hydroxy-3,4-dihydro-2H-1,2-benzoxaborinine-8-carboxylic acid